3-(4-hydroxy-4-methylpentyl)cyclohexa-3-ene-1-carbaldehyde OC(CCCC=1CC(CCC1)C=O)(C)C